3-(6-fluoro-2-(4-methoxyphenyl)quinolin-4-yl)-N-hydroxypropanamide FC=1C=C2C(=CC(=NC2=CC1)C1=CC=C(C=C1)OC)CCC(=O)NO